3-amino-N-[2-bromo-4-(perfluoroisopropyl)-6-methylthiophenyl]-2-fluorobenzamide NC=1C(=C(C(=O)NC2=C(C=C(C=C2SC)C(C(F)(F)F)(C(F)(F)F)F)Br)C=CC1)F